NC1=C(SC2=NC(=C(C=C21)F)C)C(=O)NC2CC=1C=CC(=NC1CC2)N2CC1(C(CCO1)C)C(C2)N 3-amino-N-(2-{9-amino-4-methyl-1-oxa-7-azaspiro[4.4]nonan-7-yl}-5,6,7,8-tetrahydroquinolin-6-yl)-5-fluoro-6-methylthieno[2,3-b]pyridine-2-carboxamide